(Z)-4-(((1R,3S)-3-amino-2,2,3-trimethylcyclopentyl)amino)-N'-(2-cyclopropylphenyl)-6-(1H-pyrazol-4-yl)pyrrolo[1,2-b]-pyridazine-3-carboximidamide N[C@@]1(C([C@@H](CC1)NC=1C=2N(N=CC1/C(/N)=N/C1=C(C=CC=C1)C1CC1)C=C(C2)C=2C=NNC2)(C)C)C